ClC1=CC=C(CNC2=NC3=CC=CC=C3N=C2NC2CCCC2)C=C1 N2-(4-chlorobenzyl)-N3-Cyclopentylquinoxaline-2,3-diamine